C(CC1=CC=CC=C1)N1C(CCCC1)=O phenethyl-piperidone